5-{[5-(2-chloro-5-cyanophenyl)-1H-indazol-3-yl]carbamoyl}-2,2-dimethylpiperidine-1-carboxylic acid tert-butyl ester C(C)(C)(C)OC(=O)N1C(CCC(C1)C(NC1=NNC2=CC=C(C=C12)C1=C(C=CC(=C1)C#N)Cl)=O)(C)C